6-((2-Aminopyrimidin-5-yl)Methyl)-N-(3-((Dimethylamino)Methyl)-5-(Trifluoromethyl)Phenyl)-4,5,6,7-Tetrahydrothieno[2,3-c]Pyridin-3-Carboxamid NC1=NC=C(C=N1)CN1CC2=C(CC1)C(=CS2)C(=O)NC2=CC(=CC(=C2)C(F)(F)F)CN(C)C